3-(4-(8-Hydroxyoct-1-yn-1-yl)-3-methyl-2-oxo-2,3-dihydro-1H-benzo[d]imidazol-1-yl)piperidine-2,6-dione OCCCCCCC#CC1=CC=CC=2N(C(N(C21)C)=O)C2C(NC(CC2)=O)=O